COC(C1=NC(=CC=C1OCC1=CC=CC=C1)C#CCCCN1CCN(CC1)CC1=CC=CC=C1)=O 3-(benzyloxy)-6-(5-(4-Benzylpiperazin-1-yl)pent-1-yn-1-yl)picolinic acid methyl ester